6-(cyclopropylmethyl)-2-methyl-4-((6-(trifluoromethyl)pyridin-3-yl)methoxy)-5,6,7,8-tetrahydropyrido[4,3-d]pyrimidine C1(CC1)CN1CC2=C(N=C(N=C2OCC=2C=NC(=CC2)C(F)(F)F)C)CC1